(S)-N-(2,5-diaminopentyl)-6-(4-fluorophenyl)-3-methyl-1H-indole-2-carboxamide hydrochloride Cl.N[C@H](CNC(=O)C=1NC2=CC(=CC=C2C1C)C1=CC=C(C=C1)F)CCCN